isostearyl alcohol dilinoleate C(CCCCCCC\C=C/C\C=C/CCCCC)(=O)O.C(CCCCCCC\C=C/C\C=C/CCCCC)(=O)O.C(CCCCCCCCCCCCCCC(C)C)O